1-(5-cyclopropyl-1,3,4-thiadiazol-2-yl)-3-(5-(difluoromethoxy)pyridin-3-yl)-N-((S)-3-methyl-1,1-dioxidotetrahydrothiophen-3-yl)-4,5,6,7-tetrahydro-1H-indazole-6-carboxamide C1(CC1)C1=NN=C(S1)N1N=C(C=2CCC(CC12)C(=O)N[C@@]1(CS(CC1)(=O)=O)C)C=1C=NC=C(C1)OC(F)F